CN(C(=O)OC[NH+]1CCCCC1)CCNC 1-(((methyl-(2-(methylamino)ethyl)carbamoyl)oxy)methyl)piperidin-1-ium